FC(C=1C=CC=2N(N1)C(=CN2)C2=CC(=NC=C2)N2CC(N(CC2)C)CO)F (4-(4-(6-(difluoromethyl)imidazo[1,2-b]pyridazin-3-yl)pyridin-2-yl)-1-methylpiperazin-2-yl)methanol